6-amino-3-cyclopropyl-imidazo[4,5-b]pyridine-5-carbonitrile hydrochloride Cl.NC=1C=C2C(=NC1C#N)N(C=N2)C2CC2